potassium norbornene C12C=CC(CC1)C2.[K]